NC1=NC(=CC=C1C1=CC2(CC2)CCN1C(=O)OC(C)(C)C)C(=O)OC tert-butyl 5-[2-amino-6-(methoxycarbonyl)pyridin-3-yl]-6-azaspiro[2.5]oct-4-ene-6-carboxylate